NC1=CC=C(C=N1)NC(C1=C(C=C(C=C1F)F)F)=O N-(6-amino-3-pyridyl)-2,4,6-trifluoro-benzamide